2-(2-methoxyphenyl)-3-phenylpropionic acid COC1=C(C=CC=C1)C(C(=O)O)CC1=CC=CC=C1